1-(2,6-dimethylaminophenyl)-imidazole CNC1=C(C(=CC=C1)NC)N1C=NC=C1